tert-butyl 4-(7-((3-(2-methoxy-2-oxoethyl)phenyl)amino)-1-methyl-6,7-dihydro-5H-benzo[c][1,2,3]triazolo[1,5-a]azepin-9-yl)-3,6-dihydropyridine-1(2H)-carboxylate COC(CC=1C=C(C=CC1)NC1C2=C(C=3N(CC1)N=NC3C)C=CC(=C2)C=2CCN(CC2)C(=O)OC(C)(C)C)=O